1-carbamimidoyl-3-methylazetidine-3-carboxylic acid C(N)(=N)N1CC(C1)(C(=O)O)C